C1(C(C(=CC(=C1)S(=O)(=O)O)S(=O)(=O)O)=O)=O 1,2-benzoquinone-3,5-disulfonic acid